3-[7-(Dimethylamino)-8-oxo-5,6,7,9-tetrahydropyrido[2,3-b]azepin-3-yl]-N-methyl-N-[(2-methylbenzofuran-3-yl)methyl]prop-2-enamide CN(C1CCC2=C(NC1=O)N=CC(=C2)C=CC(=O)N(CC2=C(OC1=C2C=CC=C1)C)C)C